C1(=C(C=CC=C1)C1=NN=CS1)C 5-(o-tolyl)-1,3,4-thiadiazol